FC1=C(C=CC=C1B1OC(C(O1)(C)C)(C)C)N1CC(C1)(O)C 1-(2-fluoro-3-(4,4,5,5-tetramethyl-1,3,2-dioxaborolan-2-yl)phenyl)-3-methylazetidin-3-ol